O1CCOC2=NC=C(C=C12)NC1=NC(=NC=C1)NC1=CC=C(C=C1)OC1CC(C1)N(C)C 4-(2,3-dihydro-1,4-dioxa-5-aza-7-naphthylamino)-2-{p-[(1s,3s)-3-(dimethylamino)cyclobutoxy]phenylamino}pyrimidine